C(C)(C)(C)OC(=O)N1CCC(C2=CC(=CN=C12)Br)=C 6-bromo-4-methylene-3,4-dihydro-1,8-naphthyridine-1(2H)-carboxylic acid tert-butyl ester